1-(5-tert-butylisoxazol-3-yl)-3-(2-fluoro-4-(4-(4-(2-morpholinoethoxy)phenyl)-1H-1,2,3-triazol-1-yl)phenyl)urea C(C)(C)(C)C1=CC(=NO1)NC(=O)NC1=C(C=C(C=C1)N1N=NC(=C1)C1=CC=C(C=C1)OCCN1CCOCC1)F